diboron pinacol OC(C)(C)C(C)(C)O.[B].[B]